CN1CC(CC1)C(=O)OCCCCCCCCCCCC dodecyl 1-methylpyrrolidine-3-carboxylate